methyl-6-bromo-8-fluoro-3-(hydroxymethyl)-3,4-dihydroisoquinoline CC1=NC(CC2=CC(=CC(=C12)F)Br)CO